ClC=1C=C2C(NC(C2=CC1C(F)(F)F)C)([2H])[2H] 5-chloro-1-methyl-6-(trifluoromethyl)isoindoline-3,3-d2